2-chloro-N,N-dimethyl-4-(methyl(1-(piperidin-4-yl)azetidin-3-yl)amino)benzamide hydrochloride Cl.ClC1=C(C(=O)N(C)C)C=CC(=C1)N(C1CN(C1)C1CCNCC1)C